NC1=CC=C(C=C1)SC1=C(C=C(C=C1)N)C1=CC=CC2=CC=CC=C12 4-((4-aminophenyl)thio)-3-naphthylbenzenamine